4-[3-(3-methylphenyl)-1H-pyrazol-1-yl]-2-[(oxolan-2-yl)methoxy]-6-(2,3,6,7-tetrahydrooxepin-4-yl)pyrimidine CC=1C=C(C=CC1)C1=NN(C=C1)C1=NC(=NC(=C1)C=1CCOCCC1)OCC1OCCC1